C1(CC2C(CC1)O2)CC[Si](OCC)(C)C 2-(3,4-epoxycyclohexyl)ethyldimethylethoxysilane